Tert-butyl ((2S)-1-((1-((3,5-di-methoxybenzyl)amino)-2-hydroxy-1-oxopentan-3-yl)amino)-4-methyl-1-oxopentan-2-yl)carbamate COC=1C=C(CNC(C(C(CC)NC([C@H](CC(C)C)NC(OC(C)(C)C)=O)=O)O)=O)C=C(C1)OC